[(E)-[2,4-bis(methoxymethoxy)phenyl]methylidene]-2-methylpropane-2-sulfinamide COCOC1=C(C=CC(=C1)OCOC)\C=C\C(C)(S(=O)N)C